NC([C@@](CO)(C)NC(=O)C1=C(OC2=C1C=C(C=C2)OCC2=CN=C(S2)C)C(F)F)=O (S)-N-(1-amino-3-hydroxy-2-methyl-1-oxopropan-2-yl)-2-(difluoromethyl)-5-((2-methylthiazol-5-yl)methoxy)benzofuran-3-carboxamide